2-[1-(3-ethoxy-4-methoxybenzyl)-2-methylsulfonylethyl]-4-nitroisoindoline-1,3-dione C(C)OC=1C=C(CC(CS(=O)(=O)C)N2C(C3=CC=CC(=C3C2=O)[N+](=O)[O-])=O)C=CC1OC